BrC1=C(C(=C2C(NC(=NC2=C1F)SC)=O)OCC1[C@H]2CC[C@@H](CN1)N2C(=O)OC(C)(C)C)F tert-butyl (1R,5S)-2-(((7-bromo-6,8-difluoro-2-(methylthio)-4-oxo-3,4-dihydroquinazolin-5-yl) oxy) methyl)-3,8-diazabicyclo[3.2.1]octane-8-carboxylate